N-acetoxy-1-[4-(2-hydroxyethoxy)phenylsulfanyl-phenyl]propan-1-one-2-imine C(C)(=O)ON=C(C(=O)C1=C(C=CC=C1)SC1=CC=C(C=C1)OCCO)C